P(=O)([O-])OP(=O)([O-])OP(=O)[O-] triphosphonate